7-(2,2-difluoroethoxy)-1-(4-(methoxy-d3)phenyl)-3-(3-(methylamino)-4-nitrophenyl)-3,4-dihydropyrido[2,3-d]pyrimidin-2(1H)-one FC(COC=1C=CC2=C(N(C(N(C2)C2=CC(=C(C=C2)[N+](=O)[O-])NC)=O)C2=CC=C(C=C2)OC([2H])([2H])[2H])N1)F